N-[(1s,4s)-4-{[4-cyano-3-(trifluoromethyl)phenyl]amino}cyclohexyl]-1H-indazole-7-carboxamide C(#N)C1=C(C=C(C=C1)NC1CCC(CC1)NC(=O)C=1C=CC=C2C=NNC12)C(F)(F)F